CC=1N=C(OC1C)C1CC2(C1)N(C(CN(C2=O)C(C)C)=O)CC2=CC=C(C=C2)C(F)(F)F (2s,4s)-2-(4,5-dimethyl-oxazol-2-yl)-8-isopropyl-5-(4-(trifluoromethyl)benzyl)-5,8-diazaspiro[3.5]nonane-6,9-dione